ClC=1C=CC(=C(C1)C1=CC(=C(N=N1)[C@H]1CC[C@H](CC1)C(=O)OC)NC1=CC(=NC=C1)NC(CCN1CCN(CC1)C)=O)F Methyl cis-4-(6-(5-chloro-2-fluorophenyl)-4-((2-(3-(4-methylpiperazin-1-yl)propanamido) pyridin-4-yl)amino) pyridazin-3-yl)cyclohexane-1-carboxylate